4-(1-((2,4-diaminopyrimidin-5-yl)methyl)indolin-5-yl)-1-naphthoic acid NC1=NC=C(C(=N1)N)CN1CCC2=CC(=CC=C12)C1=CC=C(C2=CC=CC=C12)C(=O)O